ClC1=CC=C2NC(C(=NC2=C1)[C@@H](C)NC1=CC=C(N(C1=O)C)C#N)=O 5-{[(1R)-1-(7-chloro-3-oxo-3,4-dihydroquinoxalin-2-yl)ethyl]amino}-1-methyl-6-oxo-1,6-dihydropyridine-2-carbonitrile